indan-4-boronic acid C1CCC=2C(=CC=CC12)B(O)O